ClC1=CC=C(C=C1)C=1C=C(C(N(N1)C=1C=NN(C1)C)=O)C(=O)N[C@@H]1[C@@H](CCCC1)O 6-(4-chlorophenyl)-N-[(1s,2r)-2-hydroxycyclohexyl]-2-(1-methyl-1H-pyrazol-4-yl)-3-oxo-2,3-dihydropyridazine-4-carboxamide